tert-butyl 2-(1-((1-(2-fluoro-4-nitrophenyl)piperidin-4-yl)methyl)piperidin-4-yl)acetate FC1=C(C=CC(=C1)[N+](=O)[O-])N1CCC(CC1)CN1CCC(CC1)CC(=O)OC(C)(C)C